FC=1C=CC=C(C1)C1=CC=CC=C1 5-fluoro-[1,1'-biphenyl]